2,3-dihydro-3,3-dimethyl-1H-indole-6-carboxylic acid, methyl ester CC1(CNC2=CC(=CC=C12)C(=O)OC)C